Butyl-N-(cycloheptylmethyl)-3H-benzimidazole-5-carboxamide C(CCC)C=1NC2=C(N1)C=CC(=C2)C(=O)NCC2CCCCCC2